methyl 1-(6-((((3-(3-amino-1-(tert-butyl)-1H-pyrazol-5-yl) cyclopentyl) oxy) carbonyl) amino) hexyl)-3-bromo-1H-pyrazole-5-carboxylate NC1=NN(C(=C1)C1CC(CC1)OC(=O)NCCCCCCN1N=C(C=C1C(=O)OC)Br)C(C)(C)C